p-dichlorobenzyl-N-methyl-pyrrolidone ClC1(CC2C(N(CC2)C)=O)CC=C(C=C1)Cl